[N+](=O)([O-])C1=CC=C(C2=CC=CC=C12)OC1=CC=C(C=C1)O 4-((4-nitronaphthalen-1-yl)oxy)phenol